3-[3-(2-Chloro-6-methyl-4-pyridyl)-5-[[2-(dimethylamino)-1-methyl-ethyl]amino]pyrazolo[1,5-a]pyrimidin-2-yl]benzonitrile ClC1=NC(=CC(=C1)C=1C(=NN2C1N=C(C=C2)NC(CN(C)C)C)C=2C=C(C#N)C=CC2)C